2-(thiophenylethynyl)benzaldehyde S1C(=CC=C1)C#CC1=C(C=O)C=CC=C1